CC=1C(=C2C=CNC2=C(C1)C)CC1C(CC(CC1)OCC)C1=CC=C(C(=O)O)C=C1 4-(2-((5,7-dimethyl-1H-indol-4-yl)methyl)-5-ethoxycyclohexyl)benzoic acid